2-isopropyl-N4-(isoxazol-4-yl)-6-phenyl-1,3,5-triazine-2,4-diamine C(C)(C)C1(NC(=NC(=N1)NC=1C=NOC1)C1=CC=CC=C1)N